C(C(C)C)(=O)OC1=CC=C(C=C1)CC(C(COC)=O)N=CC1=C(C=CC(=C1)Br)O 4-(2-(5-bromo-2-hydroxy-benzylidene-amino)-4-methoxy-3-oxobutyl)phenyl isobutyrate